(6aR,9R)-4-(D-alanyl)-5-bromo-N,N-diethyl-7-methyl-4,6,6a,7,8,9-hexahydroindolo[4,3-fg]quinoline-9-carboxamide di-trifluoroacetate FC(C(=O)O)(F)F.FC(C(=O)O)(F)F.N[C@H](C)C(=O)N1C(=C2C3=C(C4=C[C@H](CN([C@@H]4C2)C)C(=O)N(CC)CC)C=CC=C13)Br